P(=O)(OC(C(F)(F)F)C(F)(F)F)(OC(C(F)(F)F)C(F)(F)F)OC(C(F)(F)F)C(F)(F)F tris(1,1,1,3,3,3-hexafluoro-2-propyl) phosphate